1,3-bis[(2-cyano-3,3-diphenylacryloyloxy)oxy]-2,2-bis[[(2-cyano-3,3-biphenylacryloyloxy)oxy]methyl]propane C(#N)C(C(=O)OOCC(COOC(C(=C(C1=CC=CC=C1)C1=CC=CC=C1)C#N)=O)(COOC(C=CC1=C(C(=CC=C1)C=1C=CC=CC1)C#N)=O)COOC(C=CC1=C(C(=CC=C1)C=1C=CC=CC1)C#N)=O)=C(C1=CC=CC=C1)C1=CC=CC=C1